Acryl vinyl ether C(=C)OC(=O)C=C